C(C)(=O)N1C(C(C2=CC=CC=C12)=O)=CC1=NC2=CC=C(C=C2C(=C1)C1=CC2=CC=CC=C2C=C1)C(=O)N1CCOCC1 1-acetyl-2-((6-(morpholine-4-carbonyl)-4-(naphthalen-2-yl)quinolin-2-yl)methylene)-indolin-3-one